(2S,4R)-1-[(2S)-2-(4-cyclopropyltriazol-1-yl)-3,3-dimethyl-butanoyl]-4-hydroxy-N-[2-(5-methylisoxazol-4-yl)ethyl]pyrrolidine-2-carboxamide C1(CC1)C=1N=NN(C1)[C@H](C(=O)N1[C@@H](C[C@H](C1)O)C(=O)NCCC=1C=NOC1C)C(C)(C)C